ClC1=CC(=C(C(=C1)C)N1CCOCC1)C 4-(4-chloro-2,6-dimethylphenyl)morpholine